B(O[C@H](CC(C)C)NC(CN1N=C(C=C1C1=CC=CC=C1)C1=CC(=CC=C1)OCCN1CCN(CC1)C1=CC=CC=C1)=O)([O-])[O-] (R)-(3-methyl-1-(2-(5-phenyl-3-(3-(2-(4-phenylpiperazin-1-yl) ethoxy) phenyl)-1H-pyrazol-1-yl) acetamido) butyl) borate